COC1=CC=C(C=NNC(C)=O)C=C1 N'-(4-methoxybenzylidene)acethydrazide